FC=1C=C(C(=NC1)OC)[C@@H]1N(CCC1)C1=NC=2N(C=C1)N=CC2C=2N(C=CN2)C (R)-5-(2-(5-fluoro-2-methoxypyridin-3-yl)pyrrolidin-1-yl)-3-(1-methyl-1H-imidazol-2-yl)pyrazolo[1,5-a]pyrimidine